C1[C@H]([C@@H]([C@H]([C@@H]([C@H]1[NH3+])O[C@@H]2[C@@H]([C@H]([C@@H]([C@H](O2)C[NH3+])O)O)O)O)O)[NH3+] The molecule is an organic cation obtained by protonation of the three amino groups of 2'-deamino-2'-hydroxyneamine; major species at pH 7.3. It is an ammonium ion derivative and an organic cation. It is a conjugate base of a 2'-deamino-2'-hydroxyneamine.